(2S,3S,4R,5S,6S)-5-azido-6-methyL-2-((9-(tetrahydro-2H-pyran-2-yl)-9H-purin-6-yl)amino)tetrahydro-2H-pyran-3,4-diyl dibenzoate C(C1=CC=CC=C1)(=O)O[C@@H]1[C@H](O[C@H]([C@@H]([C@H]1OC(C1=CC=CC=C1)=O)N=[N+]=[N-])C)NC1=C2N=CN(C2=NC=N1)C1OCCCC1